C(C(C)(C)C)C=1C=C2C=C(C(=CC2=CC1)SCCC(=O)OCC)OS(=O)(=O)C(F)(F)F ethyl 3-((6-neopentyl-3-(((trifluoromethyl)sulfonyl)oxy)naphthalen-2-yl)thio)propanoate